N-((1H-imidazol-4-yl)methyl)-2-(pyridin-3-yl)aniline N1C=NC(=C1)CNC1=C(C=CC=C1)C=1C=NC=CC1